O=C1C=C(OC2=C(C=CC=C12)C(C)NC1=C(C(=O)O)C=CC=C1)N1CCCCC1 2-[1-[4-Oxo-2-(1-piperidyl)chromen-8-yl]ethylamino]benzoic acid